ClC1=NC=C(C(=N1)NC1=CC=2OCCN3C(C(=CC(=C1)C32)OCC(=O)NC)=O)Cl 2-[[7-[(2,5-dichloropyrimidin-4-yl)amino]-12-oxo-4-oxa-1-azatricyclo[7.3.1.05,13]trideca-5(13),6,8,10-tetraen-11-yl]oxy]-N-methyl-acetamide